7-methoxyphthalide COC=1C=CC=C2COC(=O)C12